dipropoxyheptylmethoxymethyl ether C(CC)OC(CCCCCCC(OC)OC(CCCCCCC(OCCC)OCCC)OC)OCCC